FC=1C(=C(C=CC1)C1CC(CC(C1)=O)=O)C 5-(3-fluoro-2-methylphenyl)-1,3-cyclohexanedione